1-(2-chlorophenyl)-3-[4-(2,4-dioxo-1,2,3,4-tetrahydronaphtho[1,2-b][1,4]diazepine-5-yl)phenyl]urea ClC1=C(C=CC=C1)NC(=O)NC1=CC=C(C=C1)N1C2=C(NC(CC1=O)=O)C1=CC=CC=C1C=C2